C1=CNSC=C1.Cl thiazine hydrochloride